C1=CC=CC=2C3=CC=CC=C3C(C12)COC(=O)N([C@H](C(=O)O)CC=1N=CSC1)C (S)-2-((((9H-fluoren-9-yl)methoxy)carbonyl)(methyl)amino)-3-(thiazol-4-yl)propanoic acid